N-[5-(difluoromethoxy)pyridin-3-yl]-N-({5-[5-(difluoromethyl)-1,3,4-oxadiazol-2-yl]-1,3-thiazol-2-yl}methyl)propane-1-sulfonamide FC(OC=1C=C(C=NC1)N(S(=O)(=O)CCC)CC=1SC(=CN1)C=1OC(=NN1)C(F)F)F